methyl N-[[5-[2-(4-chloro-2,6-difluorophenyl)-2H-1,2,3-triazol-4-yl]-2-methyl-phenyl]methyl]carbamate ClC1=CC(=C(C(=C1)F)N1N=CC(=N1)C=1C=CC(=C(C1)CNC(OC)=O)C)F